3-chloro-2,6-difluoro-N-(6-fluoro-2-pyridyl)-4-[3-methyl-3-(1-methylazetidin-2-yl)pyrrolidin-1-yl]benzenesulfonamide ClC=1C(=C(C(=CC1N1CC(CC1)(C1N(CC1)C)C)F)S(=O)(=O)NC1=NC(=CC=C1)F)F